ClC1=CC(=C(N=N1)N[C@@H]1CC[C@H]2CN(C[C@H]21)C(=O)C2=CC=1COCCC1S2)C(F)(F)F [(3aS,4R,6aR)-4-{[6-Chloro-4-(trifluoromethyl)-3-pyridazinyl]amino}hexahydrocyclopenta[c]pyrrol-2(1H)-yl](6,7-dihydro-4H-thieno[3,2-c]pyran-2-yl)methanone